tert-Butyl 8-[(E)-1-ethoxy-1-oxopent-2-en-3-yl]-2,4-dihydro-1,3-benzoxazine-3-carboxylate C(C)OC(\C=C(/CC)\C1=CC=CC=2CN(COC21)C(=O)OC(C)(C)C)=O